2-(2-((T-Butyldimethylsilyl)oxy)ethoxy)-6-chloropyrazine [Si](C)(C)(C(C)(C)C)OCCOC1=NC(=CN=C1)Cl